9-oxoheptadecanedioic acid 1-(heptadecane-9-yl) 17-(oct-3-yl) ester CCC(CCCCC)OC(CCCCCCCC(CCCCCCCC(=O)OC(CCCCCCCC)CCCCCCCC)=O)=O